rac-(3ar,7s,7ar)-5,5-diethyl-1,3,3,7-tetramethyl-octahydrobenzo[c]isoxazole C(C)C1(C[C@@H]2[C@H](N(OC2(C)C)C)[C@H](C1)C)CC |r|